methyl-N-(1-(4-methyl-3-oxo-3,4-dihydroquinoxalin-2-yl)butyl)benzenesulfonamide CC1=C(C=CC=C1)S(=O)(=O)NC(CCC)C1=NC2=CC=CC=C2N(C1=O)C